C(C)(C)(C)OC(=O)NC1=CC=C(C=C1)C1=CC=C(O1)C1=NC2=CC=C(C=C2C(=C1)C(=O)O)[N+](=O)[O-] 2-(5-(4-((tert-butoxycarbonyl)amino)phenyl)furan-2-yl)-6-nitroquinoline-4-carboxylic acid